(E)-7-(3-(2-methylbenzylidene)-2,5-dioxopyrrolidinyl)heptanoate CC1=C(\C=C/2\C(N(C(C2)=O)CCCCCCC(=O)[O-])=O)C=CC=C1